5-cyclopropyl-benzo[b]thiophene-7-carbonitrile C1(CC1)C1=CC2=C(SC=C2)C(=C1)C#N